1-[4-(4-{3-[(2R)-2-methyl-pyrrolidin-1-yl]-propoxy}-phenoxy)-piperidin-1-yl]-ethanone sulfate salt S(=O)(=O)(O)O.C[C@H]1N(CCC1)CCCOC1=CC=C(OC2CCN(CC2)C(C)=O)C=C1